3-(5-(5-amino-6-((1-(1-methylpiperidin-4-yl)-1H-pyrazol-4-yl)oxy)pyrazin-2-yl)-2-(1,3-dioxolan-2-yl)-3-methylphenyl)oxetan-3-ol NC=1N=CC(=NC1OC=1C=NN(C1)C1CCN(CC1)C)C=1C=C(C(=C(C1)C1(COC1)O)C1OCCO1)C